N1C(=CC=C1)C1=CC(C2=CC=CC=C12)C[Ti](C)(N)C(C)(C)C 3-pyrrolyl-indenyl-tertiary butyl-amino-dimethyl-titanium